tert-butyl (2-(2-(trifluoromethyl)phenyl)-4,5,6,7-tetrahydro-1H-benzo[d]imidazol-6-yl)carbamate FC(C1=C(C=CC=C1)C1=NC2=C(N1)CC(CC2)NC(OC(C)(C)C)=O)(F)F